OC(C)C=1C=C(C=C2C(N(C=3N(C12)C=NC3C(=O)N(C)C)C)=O)C 9-(1-hydroxyethyl)-N,N,4,7-tetramethyl-5-oxo-4,5-dihydroimidazo[1,5-a]quinazoline-3-carboxamide